iminodisuccinate zinc [Zn+2].N(C(C(=O)[O-])CC(=O)[O-])C(C(=O)[O-])CC(=O)[O-].[Zn+2]